2-[(1R,5S,6S)-3-[1-(oxetan-3-yl)pyrazolo[3,4-b]pyrazin-6-yl]-3-azabicyclo[3.1.0]hexan-6-yl]-5-(trifluoromethyl)-1,3-benzothiazole O1CC(C1)N1N=CC=2C1=NC(=CN2)N2C[C@H]1C([C@H]1C2)C=2SC1=C(N2)C=C(C=C1)C(F)(F)F